tert-Butyl 2,2-dimethyl-5-[4-[(6-sulfamoyl-2-pyridyl)amino]butyl]pyrrolidine-1-carboxylate CC1(N(C(CC1)CCCCNC1=NC(=CC=C1)S(N)(=O)=O)C(=O)OC(C)(C)C)C